methyl 6-bromo-5-chloro-7-(dibenzylamino)pyrazolo[1,5-a]pyrimidin-3-carboxylate BrC=1C(=NC=2N(C1N(CC1=CC=CC=C1)CC1=CC=CC=C1)N=CC2C(=O)OC)Cl